FC1=C(C=CC=C1)N(C1=CC=CC=C1)C(CC1(CCNCC1)C(=O)O)=O 4-[2-(N-(2-fluorophenyl)anilino)-2-oxo-ethyl]piperidine-4-carboxylic acid